C1(CC1)C1=C(C=CC(=N1)N1[C@H]2CN([C@@H](C1)C2)C(C(F)(F)F)=O)NC2=NC=C(C(=N2)[Sn](C)(C)C)C(F)(F)F 1-[(1R,4R)-5-[6-cyclopropyl-5-[[5-(trifluoromethyl)-4-trimethylstannyl-pyrimidin-2-yl]amino]-2-pyridyl]-2,5-diazabicyclo[2.2.1]heptan-2-yl]-2,2,2-trifluoro-ethanone